2-isopropoxypropane C(C)(C)OC(C)C